C(C)(=O)C1=NNC2=CC=C(C=C12)Br 3-acetyl-5-bromo-1H-indazol